4-Fluoro-2-(2-fluoro-4-iodoanilino)-6-[3-(methylsulfamoylamino)phenoxy]benzamide FC1=CC(=C(C(=O)N)C(=C1)OC1=CC(=CC=C1)NS(NC)(=O)=O)NC1=C(C=C(C=C1)I)F